CN1CCN(CC1)C1=CC=C(C=C1)NC1=NC(=NC=2C=NNC(C21)=O)N2CCC(CC2)CC#N 2-(1-(4-((4-(4-methylpiperazin-1-yl)phenyl)amino)-5-oxo-5,6-dihydropyrimido[4,5-d]pyridazin-2-yl)piperidin-4-yl)acetonitrile